3-(((2-aminothiazol-5-yl)sulfanyl)-2-fluoro-6-methoxy-4-methylbenzoyl)-2-ethylpiperazine-1-carboxylic acid tert-butyl ester C(C)(C)(C)OC(=O)N1C(C(NCC1)C(C1=C(C(=C(C=C1OC)C)SC1=CN=C(S1)N)F)=O)CC